(Z)-5-((6-Bromo-2-oxoindolin-3-ylidene)methyl)-N-(2-(diethylamino)ethyl)-2,4-dimethyl-1H-pyrrole-3-carboxamide BrC1=CC=C2/C(/C(NC2=C1)=O)=C/C1=C(C(=C(N1)C)C(=O)NCCN(CC)CC)C